Methyl (S)-2-((1-propylpyrrolidin-3-yl)methyl)thiazole-5-carboxylate C(CC)N1C[C@@H](CC1)CC=1SC(=CN1)C(=O)OC